C(CCCCCCCC(=O)OCCCCCCCCCCC)(=O)OCC(OC(CCCC(OC(NCCN(CC)C)=O)CCCCCCCC)=O)COC(CCCCCCC\C=C/C\C=C/CCCCC)=O 1-(3-methyl-15-((((9Z,12Z)-octadeca-9,12-dienoyl)oxy)methyl)-9-octyl-7,13-dioxo-8,14-dioxa-3,6-diazahexadecan-16-yl) 9-undecyl nonanedioate